N-ethyl-2,2,2-trifluoro-N-[(2R)-2-[2-methyl-4-(7-methyl-1-tetrahydropyran-2-yl-3-vinyl-pyrazolo[3,4-c]pyridin-5-yl)pyrazol-3-yl]oxypropyl]acetamide C(C)N(C(C(F)(F)F)=O)C[C@@H](C)OC=1N(N=CC1C=1C=C2C(=C(N1)C)N(N=C2C=C)C2OCCCC2)C